2-chloro-4-{[(2S)-1-(1H-tetrazol-1-yl)propan-2-yl]oxy}pyridine ClC1=NC=CC(=C1)O[C@H](CN1N=NN=C1)C